4-methoxy-N-(4-(6-(pyridin-2-yl)-2,6-diazaspiro[3.3]heptan-2-yl)phenyl)benzamide COC1=CC=C(C(=O)NC2=CC=C(C=C2)N2CC3(C2)CN(C3)C3=NC=CC=C3)C=C1